4-((trifluoromethyl)sulfonyl)benzene-1-sulfonyl chloride FC(S(=O)(=O)C1=CC=C(C=C1)S(=O)(=O)Cl)(F)F